C1CC2=CC=CC=C2SNC1 Tetrahydrobenzothiazepine